NC1=NC=NC=C1CNCCOC1=C2C(NC=NC2=CC(=C1Cl)C1=NC(=CC(=C1C(F)(F)F)C)N(CC1=CC=C(C=C1)OC)CC1=CC=C(C=C1)OC)=O 5-(2-(((4-aminopyrimidin-5-yl)methyl)amino)ethoxy)-7-(6-(bis(4-methoxybenzyl)amino)-4-methyl-3-(trifluoromethyl)pyridin-2-yl)-6-chloroquinazolin-4(3H)-one